N-(3-methylcyclobutyl)-2-[(3R)-3-methyl-4-(oxetan-3-yl)piperazin-1-yl]thieno[2,3-d]thiazole-5-carboxamide CC1CC(C1)NC(=O)C1=CC2=C(N=C(S2)N2C[C@H](N(CC2)C2COC2)C)S1